2,4,6-triisopropyl-2,4,6-trivinylcyclotrisiloxane C(C)(C)[Si]1(O[Si](O[Si](O1)(C=C)C(C)C)(C=C)C(C)C)C=C